OCCOCCOC1(C(C=CC=C1)S(=O)(=O)O)[N+](=O)[O-] 2-[2-(2-hydroxyethoxy)ethoxy]2-nitrobenzenesulfonic acid